N-(1-methylpiperidin-4-yl)-N-(1,2,3,4-tetrahydroisoquinolin-7-yl)acrylamide CN1CCC(CC1)N(C(C=C)=O)C1=CC=C2CCNCC2=C1